N-((1r,3r)-3-((2-(2,6-dioxopiperidin-3-yl)-1,3-dioxoisoquinolin-5-yl)amino)cyclobutyl)-5-(4-((7-Ethyl-6-oxo-5,6-dihydro-1,5-naphthyridin-3-yl)methyl)piperazin-1-yl)pyridine-2-Formamide O=C1NC(CC[C@H]1N1C(C2=CC=CC(=C2CC1=O)NC1CC(C1)NC(=O)C1=NC=C(C=C1)N1CCN(CC1)CC=1C=NC=2C=C(C(NC2C1)=O)CC)=O)=O